C(CC=C)N1C(C2=C(C(=C1)C=1C=C(C(=O)N(C)C)C=CC1)C=CN2)=O 3-(6-but-3-enyl-7-oxo-1H-pyrrolo[2,3-c]pyridin-4-yl)-N,N-dimethylbenzamide